(3S)-3-(3',3'-difluoro-1'-((2-methyl-2H-indazol-7-yl)methyl)-6-oxo-6,8-dihydro-2H,7H-spiro[furo[2,3-e]isoindole-3,4'-piperidin]-7-yl)piperidine-2,6-dione FC1(CN(CCC12COC1=C3CN(C(C3=CC=C12)=O)[C@@H]1C(NC(CC1)=O)=O)CC1=CC=CC2=CN(N=C12)C)F